CO\C(\C(C(F)(F)F)(F)F)=C(\C(C(C(F)(F)F)(F)F)(F)F)/F 3-methoxy-(Z)-perfluoro-3-heptene